4-((2S,5R)-4-((3R)-1-(4-Chlorophenyl)-4,4,4-trifluoro-3-methylbutyl)-2,5-dimethylpiperazin-1-yl)-1-(((S)-tetrahydrofuran-2-yl)methyl)-1H-[1,2,4]triazolo[3,4-b]purine ClC1=CC=C(C=C1)C(C[C@H](C(F)(F)F)C)N1C[C@@H](N(C[C@H]1C)C=1C=2N=CN(C2N2C(N1)=NN=C2)C[C@H]2OCCC2)C